methyl-2-[[(1-oxoallyl)oxy]methyl]1,3-propanediyl diacrylate C(C=C)(=O)OCC(C(C)OC(C=C)=O)COC(C=C)=O